4-(((tert-butyldiphenylsilyl)oxy)methyl)-3-(tert-butyloxycarbonyl)-1,2,3-oxathiazolidine-2,2-dioxide [Si](C1=CC=CC=C1)(C1=CC=CC=C1)(C(C)(C)C)OCC1N(S(OC1)(=O)=O)C(=O)OC(C)(C)C